bis(2-hydroxypropyl)-1,3-diaminopropane OC(CC(CN)(CN)CC(C)O)C